CN1C(N(C2=CC(=CC=C2C1)C(=O)NCC1=C(C=C(C=C1F)F)F)CC=1N=C(OC1C)C=1C=C(C=CC1)C)=O 3-methyl-1-((5-methyl-2-(m-tolyl)oxazol-4-yl)methyl)-2-oxo-N-(2,4,6-trifluorobenzyl)-1,2,3,4-tetrahydroquinazoline-7-carboxamide